C(#N)C=1C2=CC=CC=3C=4C=CC(=C5C=CC=C(C(=CC1)C23)C54)C#N 4,10-dicyanoperylene